8-((1R,2R)-2-hydroxy-2-methylcyclopentyl)-2-(methylthio)pyrido[2,3-d]Pyrimidine O[C@]1([C@@H](CCC1)N1CC=CC2=C1N=C(N=C2)SC)C